N-(3-Cyclopropyl-1H-pyrazol-5-yl)-2-(1-(4-fluorophenyl)-1H-pyrazol-3-yl)acetamide C1(CC1)C1=NNC(=C1)NC(CC1=NN(C=C1)C1=CC=C(C=C1)F)=O